COC1=C2C=C(N(C2=CC=C1)C1=C(C=CC=C1)[Si](C)(C)C)[Si](C)(C)C 4-methoxy-2-(trimethylsilyl)-1-(2-(trimethylsilyl)phenyl)-1H-indole